tert-Butyl (S)-2-((S)-1-(4-methyl-3-((1-(7-(((trifluoromethyl)sulfonyl)oxy)quinolin-5-yl)cyclopropyl) carbamoyl)phenoxy)ethyl)azetidine-1-carboxylate CC1=C(C=C(O[C@@H](C)[C@H]2N(CC2)C(=O)OC(C)(C)C)C=C1)C(NC1(CC1)C1=C2C=CC=NC2=CC(=C1)OS(=O)(=O)C(F)(F)F)=O